FC(C(=O)O)(F)F.FC(C(=O)O)(F)F.C(C)N1C(C=CC=C1)=O 1-ethyl-pyridin-2-one di-trifluoroacetate